C(C)(C)(C)C=1C=C(C(=O)O)C=C(C1OCC1=CC=C(C=C1)OC)C=O 3-tert-butyl-5-formyl-4-[(4-methoxyphenyl)methoxy]benzoic acid